ClC1=C(C(=O)NC2=C(C(=C(C(=C2[2H])[2H])[2H])[2H])[2H])C(=CC=C1F)C 2-chloro-3-fluoro-6-methyl-N-(phenyl-d5)benzamide